C1(=CC=CC=C1)[P]C1=CC=CC=C1.N1C=NC=C1 imidazole compound with diphenyl-phosphorus